2,4,6-tris{4-(2-ethylhexyloxycarbonyl)anilino}1,3,5-triazine C(C)C(COC(=O)C1=CC=C(NC2=NC(=NC(=N2)NC2=CC=C(C=C2)C(=O)OCC(CCCC)CC)NC2=CC=C(C=C2)C(=O)OCC(CCCC)CC)C=C1)CCCC